NC=1C(N(C(N(C1C)C)=O)CC1=NC(=NO1)C[C@H](O)C1=CC=C(C=C1)Cl)=O 5-amino-3-({3-[(2S)-2-(4-chlorophenyl)-2-hydroxyethyl]-1,2,4-oxadiazol-5-yl}methyl)-1,6-dimethyl-1,2,3,4-tetrahydropyrimidine-2,4-dione